(R)-N-(3-(N-(2-((tert-butyldimethylsilyl)oxy)acetyl)-S-methylsulfonimidoyl)phenyl)-2-(4,4-difluoroazepan-1-yl)-4-methyl-5-(1-methyl-1H-pyrazol-4-yl)-6-(trifluoromethyl)nicotinamide [Si](C)(C)(C(C)(C)C)OCC(=O)N=[S@@](=O)(C)C=1C=C(C=CC1)NC(C1=C(N=C(C(=C1C)C=1C=NN(C1)C)C(F)(F)F)N1CCC(CCC1)(F)F)=O